N-[2-(2'-Fluoro-4-propyl-[1,1':4',1'']terphenyl-4''-yloxy)-ethyl]-ethan-1,2-diamin FC1=C(C=CC(=C1)C1=CC=C(C=C1)OCCNCCN)C1=CC=C(C=C1)CCC